methyl 6-(4-((5-fluoro-2-methoxybenzamido) methyl) phenyl)-1-(4-methoxybenzyl)-4-(1,4-dioxaspiro[4.5]decan-8-yl)-1H-pyrazolo[4,3-c]pyridine-7-carboxylate FC=1C=CC(=C(C(=O)NCC2=CC=C(C=C2)C2=C(C3=C(C(=N2)C2CCC4(OCCO4)CC2)C=NN3CC3=CC=C(C=C3)OC)C(=O)OC)C1)OC